(R)-N-(5-(1H-pyrazol-1-yl)pyridin-2-yl)-1-cyano-3-fluoropiperidine-3-carboxamide N1(N=CC=C1)C=1C=CC(=NC1)NC(=O)[C@@]1(CN(CCC1)C#N)F